Hexylen Glycol C(CCCCCO)O